ClC1=NC=C(C(=C1)N1CCC(CC1)CCN(C)C)C=1C=NN(C1)CC(F)(F)F 2-(1-(2-chloro-5-(1-(2,2,2-trifluoroethyl)-1H-pyrazol-4-yl)pyridin-4-yl)piperidin-4-yl)-N,N-dimethylethan-1-amine